4-cyclopropylpyridin-3-amine C1(CC1)C1=C(C=NC=C1)N